4-fluoro-1-(4-fluorophenylmethyl)-N-((1aR,2R,8bS)-4-methyl-3-oxo-1,1a,2,3,4,8b-hexahydrocyclopropa[d]pyrido[2,3-b]azepin-2-yl)-1H-pyrazole-3-carboxamide FC=1C(=NN(C1)CC1=CC=C(C=C1)F)C(=O)N[C@@H]1[C@H]2[C@@H](C3=C(N(C1=O)C)N=CC=C3)C2